3-((S)-2-isobutyramido-3,3-dimethylbutanoyl)-6,6-dimethyl-3-azabicyclo[3.1.0]hexane-2-carboxamide C(C(C)C)(=O)N[C@H](C(=O)N1C(C2C(C2C1)(C)C)C(=O)N)C(C)(C)C